(5-Methoxyimidazo[1,2-a]pyridin-2-yl)methanol (6Z,9Z,28Z,31Z)-heptatriaconta-6,9,28,31-tetraen-19-yl-3-(dimethylamino)propanoate CCCCC\C=C/C\C=C/CCCCCCCCC(CCCCCCCC\C=C/C\C=C/CCCCC)C(C(=O)OCC=1N=C2N(C(=CC=C2)OC)C1)CN(C)C